BrC=1C=NN(C1\C=C(/C#N)\C1=CC(=C(C=C1)F)OC)C (Z)-3-(4-bromo-1-methyl-1H-pyrazol-5-yl)-2-(4-fluoro-3-methoxyphenyl)acrylonitrile